3-chloro-2-phenyl-propane sodium [Na].ClCC(C)C1=CC=CC=C1